BrC=1C(=NC=CC1)CO bromopyridine-methanol